C(CCC)NC(OCOC1=NC2=CC(=CC=C2C=C1)OCCCCN1CCN(CC1)C1=CC=CC=2SC=CC21)=O (7-(4-(4-(benzo[b]thiophen-4-yl)piperazin-1-yl)butoxy)quinolin-2-yloxy)methyl butylcarbamate